O=C1N(CCC(N1)=O)N1C(C2=CC=C(C=C2C1=O)CN1CCC(=CC1)C=1C2=C(N=C(N1)C)SC=C2)=O 2-(2,4-dioxotetrahydropyrimidin-1(2H)-yl)-5-((4-(2-methylthieno[2,3-d]pyrimidin-4-yl)-3,6-dihydropyridin-1(2H)-yl)methyl)isoindoline-1,3-dione